5-((1-benzylpiperidin-4-yl)(methyl)amino)-N-(thiazol-4-yl)-4-(trifluoromethyl)pyridine-2-sulfonamide trifluoroacetate salt FC(C(=O)O)(F)F.C(C1=CC=CC=C1)N1CCC(CC1)N(C=1C(=CC(=NC1)S(=O)(=O)NC=1N=CSC1)C(F)(F)F)C